1-(1H-benzo[d]imidazol-2-yl)-3-(2-(cyanomethyl)phenyl)urea N1C(=NC2=C1C=CC=C2)NC(=O)NC2=C(C=CC=C2)CC#N